ethyl 2-(5-hydroxypyrimidin-2-yl)-2-methyl-propanoate OC=1C=NC(=NC1)C(C(=O)OCC)(C)C